N-(6-methoxy-2-methylpyridin-3-yl)-2-((2-methyl-4-(trifluoromethoxy)phenyl)amino)-5-(trifluoromethyl)nicotinamide COC1=CC=C(C(=N1)C)NC(C1=C(N=CC(=C1)C(F)(F)F)NC1=C(C=C(C=C1)OC(F)(F)F)C)=O